N-[3-[2,5-bis(difluoromethoxy)phenyl]-1-[[2-[1-(1-methylpyrrolidin-3-yl)azetidin-3-yl]tetrazol-5-yl]methyl]pyrazol-4-yl]pyrazolo[1,5-a]pyrimidine-3-carboxamide FC(OC1=C(C=C(C=C1)OC(F)F)C1=NN(C=C1NC(=O)C=1C=NN2C1N=CC=C2)CC=2N=NN(N2)C2CN(C2)C2CN(CC2)C)F